BrC1=CC=C(C=C1)CC=1N=C(C(=NC1)C#N)OC 5-[(4-bromophenyl)methyl]-3-methoxy-pyrazine-2-carbonitrile